C(C)OC(=O)C=1N=NN(C1C(F)(F)F)C1=C2C=CN=CC2=CC=C1 1-(isoquinolin-5-yl)-5-(trifluoromethyl)-1H-1,2,3-triazole-4-carboxylic acid ethyl ester